[Cu].[Li].C(C)(C)[Si](N1C=CC2=CC=CC=C12)(C(C)C)C(C)C 1-(triisopropylsilyl)indole lithium-copper